ClC1=NC(=CC(=N1)Cl)SC 2,4-dichloro-6-methylsulfanyl-pyrimidine